((3S,7aR)-7a-(((7-bromo-8-fluoro-4-(2-oxo-1,3,7-triazaspiro[4.5]decan-7-yl)quinazolin-2-yl)oxy)methyl)hexahydro-1H-pyrrolizin-3-yl)methyl dimethylcarbamate CN(C(OC[C@@H]1CC[C@]2(CCCN12)COC1=NC2=C(C(=CC=C2C(=N1)N1CC2(CNC(N2)=O)CCC1)Br)F)=O)C